N-(2-phenylpropyl)-1-(4-(hydroxycarbamoyl)benzyl)-1H-indole-3-carboxamide C1(=CC=CC=C1)C(CNC(=O)C1=CN(C2=CC=CC=C12)CC1=CC=C(C=C1)C(NO)=O)C